5-morpholinyl-1H-indole-3-carbaldehyde N1(CCOCC1)C=1C=C2C(=CNC2=CC1)C=O